C(CCC=C)NCCCC=C di(4-pentenyl)amine